NC=1C(=NC=C(C1C=C)Br)O 3-amino-5-bromo-4-ethenylpyridin-2-ol